[P].ClC1=CC=C(C=C1)C(C(=O)N)=C (4-chlorophenyl)acrylamide phosphorus